Cl.N1[C@H](CC1)CO (R)-azetidin-2-ylmethanol hydrochloride